C(C=C)(=O)O.OC=1C2=C(C(=CC1)C(C)(C)C1=CC=C(C=C1)O)O2 epoxybisphenol a acrylate